Di-tert-butyl-(2R,4R)-4-((6-((1-(tert-butyl)-5-methyl-1H-pyrazol-3-yl)amino)-4,5-dichloro-3-fluoropyridin-2-yl)methyl)-2-methylpiperidine-1,4-dicarboxylic acid C(C)(C)(C)C1[C@](N(CC[C@@]1(C(=O)O)CC1=NC(=C(C(=C1F)Cl)Cl)NC1=NN(C(=C1)C)C(C)(C)C)C(=O)O)(C)C(C)(C)C